FC(C(C(F)(F)F)[C@@]1(CC12CCN(CC2)C(=O)OC(C)C2=CC=CC1=CC=CC=C21)C(NC2CCOCC2)=O)(F)F |r| r-1-(naphthalen-1-yl)ethanol 1,1,1,3,3,3-hexafluoropropan-2-yl-(±)-1-((tetrahydro-2H-pyran-4-yl)carbamoyl)-6-azaspiro[2.5]octane-6-carboxylate